tert-butyl methyl(oct-7-yn-1-yl)carbamate CN(C(OC(C)(C)C)=O)CCCCCCC#C